N-methyl-3,4-ethylenedioxyamphetamine CNC(C)CC1=CC2=C(C=C1)OCCO2